5-(2'-cyanobenzyl)-1,5-diazabicyclo[4.3.0]nonane C(#N)C1=C(CN2CCCN3CCCC23)C=CC=C1